1-(tert-butyl) 3-ethyl 2-(4-bromophenyl)-2-(2-oxoethyl)malonate BrC1=CC=C(C=C1)C(C(=O)OC(C)(C)C)(C(=O)OCC)CC=O